FC=1C=C(C=C(C1F)F)N1C=CC=2C(CCCC12)O 3,4,5-trifluorophenyl-4,5,6,7-tetrahydro-1H-indol-4-ol